C(=C)(C)C1=CC(=CC(=C1)C(=C)C)C(=C)C 1,3,5-Triisopropenylbenzol